FC=1C(=NC(=NC1)NC1=NC=C(C=C1)CN1CCNCC1)C1=CC2=C(N=C3N2C(CC3)(C)C)C(=C1)F 5-fluoro-4-(5-fluoro-1,1-dimethyl-2,3-dihydro-1H-benzo[d]pyrrolo[1,2-a]imidazol-7-yl)-N-(5-(piperazin-1-ylmethyl)pyridin-2-yl)pyrimidin-2-amine